((((3R,11aS)-9-oxo-3,4-dihydro-1H,9H,11H-3,11a-methanopyrimido[6',1':2,3]imidazo[5,1-c][1,4]oxazin-7-yl)oxy)methyl)-2-(3-(trifluoromethyl)phenoxy)benzonitrile O=C1N=C(C=C2N1C[C@@]13CO[C@@H](CN12)C3)OCC=3C(=C(C#N)C=CC3)OC3=CC(=CC=C3)C(F)(F)F